O1COC2=C1C=CC(=C2)/C=C/C(=O)C2=CC=C(C=C2)OCC(CNCC(C)C)O (E)-3-(1,3-Benzodioxol-5-yl)-1-[4-[2-hydroxy-3-(2-methylpropylamino)propoxy]phenyl]prop-2-en-1-one